(S)-6-(2-naphthoyl)-N-((S)-4-(cyclopropylamino)-3,4-dioxo-1-((S)-2-oxopyrrolidin-3-yl)butan-2-yl)-6-azaspiro[2.5]octane-5-carboxamide C1=C(C=CC2=CC=CC=C12)C(=O)N1[C@@H](CC2(CC2)CC1)C(=O)N[C@@H](C[C@H]1C(NCC1)=O)C(C(=O)NC1CC1)=O